D-N-methylornithine CN[C@H](CCCN)C(=O)O